2-((2-chloro-5-cyclopropylpyrimidin-4-yl)amino)-1-fluoro-5,6,8,9,10,11-hexahydro-7H-pyrido[3',4':4,5]pyrrolo[2,3-f]isoquinolin-7-one ClC1=NC=C(C(=N1)NC=1N=CC=2CCC3=C(C2C1F)NC1=C3C(NCC1)=O)C1CC1